FC=1C(=C(C=C(C1)F)N1CCN(CC1)CC(CCNC(=O)C=1C=C2CC(N(C2=CC1)C)=O)O)OC N-(4-(4-(3,5-Difluoro-2-methoxyphenyl)piperazin-1-yl)-3-hydroxybutyl)-1-methyl-2-oxoindoline-5-carboxamide